tert-butyl (S) or (R)-2-methyl-2-(((6-(1-methyl-1H-pyrazol-4-yl)pyrazolo[1,5-a]pyrazin-4-yl)oxy)methyl)morpholine-4-carboxylate C[C@]1(CN(CCO1)C(=O)OC(C)(C)C)COC=1C=2N(C=C(N1)C=1C=NN(C1)C)N=CC2 |o1:1|